1-cyclohexyl-3-(4-(2-fluoro-3-methoxyphenoxy)phenyl)-1H-pyrazolo[3,4-d]pyrimidin-4-amine C1(CCCCC1)N1N=C(C=2C1=NC=NC2N)C2=CC=C(C=C2)OC2=C(C(=CC=C2)OC)F